C(C)(C)(C)OC(=O)N1CCN(CC1)C1=CC(=CC(=C1)C#N)OC1CCN(CC1)C(=O)OCC1=CC=CC=C1.ONC(CCNCCN1C(=NCC1)CCCCCCCC)=O N-hydroxy-3-((2-(2-octyl-4,5-dihydro-1H-imidazol-1-yl)ethyl)amino)propanamide tert-butyl-4-(3-((1-((benzyloxy)carbonyl)piperidin-4-yl)oxy)-5-cyanophenyl)piperazine-1-carboxylate